C1(CC1)C1=NC=NC(=C1C1=NC=C(C(=N1)NCC12CCC(CC1)(CC2)C2=NC=C(C=C2)C(F)(F)F)OC(C)C)OC 4'-Cyclopropyl-5-isopropoxy-6'-methoxy-N-((4-(5-(trifluoromethyl)pyridin-2-yl)bicyclo[2.2.2]octan-1-yl)methyl)-[2,5'-bipyrimidin]-4-amine